C(CCCCC)N1C=2C=CC3=C(C2C=2C4=C(C=CC12)C=CC=C4)C=CC=C3 7-hexyl-7H-dibenzo[c,g]carbazole